NC1=NC(=C(C=2N1N=C(N2)CC2CCCCC2)Br)C2=C(C#N)C=CC=C2 (5-amino-8-bromo-2-(cyclohexylmethyl)-[1,2,4]triazolo[1,5-c]pyrimidin-7-yl)benzonitrile